CC1=C(C=CC2=C1OC(C=1CN(CCC12)C(=O)OC(C)(C)C)=O)OS(=O)(=O)C(F)(F)F tert-butyl 7-methyl-5-oxo-8-(((trifluoromethyl)sulfonyl)oxy)-1,5-dihydro-2H-chromeno[3,4-c]pyridine-3(4H)-carboxylate